2-chloro-1-(1-cyclopropyl-4-(4-fluorobenzyl)-8,8-dimethyl-7,8-dihydro-6H-imidazo[1,5-a]pyrrolo[2,3-e]pyridin-6-yl)ethan-1-one silicon carbon oxygen silicon [Si].[O].[C].[Si].ClCC(=O)N1CC(C2=C1C=C(C=1N2C(=NC1)C1CC1)CC1=CC=C(C=C1)F)(C)C